ClC1=C(C=C(C#N)C=C1)N1CCN(CC1)C(=O)C1=NN(C(C2=CC=CC=C12)=O)C 4-chloro-3-(4-(3-methyl-4-oxo-3,4-dihydrophthalazine-1-carbonyl)piperazin-1-yl)benzonitrile